OC1=CN=C(C2=CC(=CC=C12)OC1=CC=CC=C1)C 4-hydroxy-1-methyl-7-phenoxyisoquinolin